di-2-ethylhexyl terephthalate CCCCC(CC)COC(=O)C1=CC=C(C=C1)C(=O)OCC(CC)CCCC